(±)-trans-4-Phenyl-N-[2-(pyridin-3-yloxy)phenyl]pyrrolidine-3-carboxamide dihydrochloride Cl.Cl.C1(=CC=CC=C1)[C@H]1[C@@H](CNC1)C(=O)NC1=C(C=CC=C1)OC=1C=NC=CC1 |r|